(2S)-pent-4-en-2-ol C[C@@H](CC=C)O